FC1=CC=C(C=C1)C(C(=O)NC1=NC=CC(=C1)C1=C(C=2C(N(C3(CC2N1)CCC3)C)=O)C3=CC=CC=C3)C 2-(4-Fluorophenyl)-N-[4-(5'-methyl-4'-oxo-3'-phenyl-1',4',5',7'-tetrahydrospiro[cyclobutan-1,6'-pyrrolo[3,2-c]pyridin]-2'-yl)pyridin-2-yl]propanamid